3-Bromo-1-(1,3-difluoropropan-2-yl)-5-((3,4-dimethylbenzyl)amino)-1H-pyrazole-4-carbonitrile BrC1=NN(C(=C1C#N)NCC1=CC(=C(C=C1)C)C)C(CF)CF